2,4-diaminophenoxyethanol sulphate S(=O)(=O)(O)OC(C)OC1=C(C=C(C=C1)N)N